2-ethylthio-5'-inosinic acid disodium [Na].[Na].C(C)SC=1N=C(C=2N=CN([C@H]3[C@H](O)[C@H](O)[C@@H](COP(=O)(O)O)O3)C2N1)O